C1(=CC=CC=C1)[C@@H](CC(=O)NC1=CC=CC=C1)CCCC1=CC=CC=C1 (R)-3-phenyl-N,6-diphenylhexanamide